OC=1C=C(C=CC1O)/C=C/C(=O)NC1=C(C(=O)O)C=C(C=C1)O (E)-2-(3-(3,4-dihydroxyphenyl)acrylamido)-5-hydroxybenzoic acid